FC1=CC=C2CC3(CCN(CC3)C3=NC4=C(C=5N3C=CN5)C(=NN4CC4=CC=C(C=C4)OC)I)[C@@H](C2=C1)N (S)-6-fluoro-1'-(9-iodo-7-(4-methoxybenzyl)-7H-imidazo[1,2-c]pyrazolo[4,3-e]pyrimidin-5-yl)-1,3-dihydrospiro[inden-2,4'-piperidin]-1-amine